9-Ethyl-6,6-dimethyl-8-(4-morpholinopiperidin-1-yl)-3-((trimethylsilyl)ethynyl)-5,6-dihydro-11H-Benzo[b]carbazol-11-one C(C)C1=CC2=C(C(C=3NC4=CC(=CC=C4C3C2=O)C#C[Si](C)(C)C)(C)C)C=C1N1CCC(CC1)N1CCOCC1